non-5-ene ethoxyacetate C(C)OCC(=O)O.CCCCC=CCCC